Potassium hydrogen sulfate S(=O)(=O)(O)[O-].[K+]